ClC=1C=C(C=C2C(=C(C=NC12)C#N)NCC(C)(C)C)N[C@H](C=1N=NN(C1OC)C)C=1C(=NC(=CC1)F)C (S)-8-chloro-6-(((6-fluoro-2-methylpyridin-3-yl)(5-methoxy-1-methyl-1H-1,2,3-triazol-4-yl)methyl)amino)-4-(neopentylamino)quinoline-3-carbonitrile